2,21-(Ethylenedioxy)bis(ethylamine) C(ONCC)CONCC